ClC1=CC=C(C=C1)S(=O)(=O)NC(\C=C\C=1C(=NN(C1)C1=CC=CC=C1)C1=CC2=CC=CC=C2C=C1)=O (E)-N-((4-chlorophenyl)sulfonyl)-3-(3-(naphthalen-2-yl)-1-phenyl-1H-pyrazol-4-yl)acrylamide